N1C=C(C2=CC=CC=C12)CCN1C(C(OC(C1([2H])[2H])([2H])[2H])([2H])[2H])([2H])[2H] 4-(2-(1H-indol-3-yl)ethyl)morpholine-d8